CC1=CC=CC2=C1N=C(S2)S 4-Methylbenzo[d]thiazole-2-thiol